(1S,3S)-3-((5-(5-((((3,3-dimethyl-butoxy)carbonyl)amino)methyl)-1-methyl-1H-1,2,3-triazol-4-yl)-3-methylpyrazin-2-yl)oxy)cyclohexane-1-carboxylic acid CC(CCOC(=O)NCC1=C(N=NN1C)C=1N=C(C(=NC1)O[C@@H]1C[C@H](CCC1)C(=O)O)C)(C)C